(S)-13-methyl-1-heptadecanol C[C@H](CCCCCCCCCCCCO)CCCC